ClC1=CC=C(C=C1)NCC#CC=1N(C2=CC=C(C=C2C1)CNC1CCN(CC1)CCS(=O)(=O)C)CC N-[(2-{3-[(4-chlorophenyl)amino]prop-1-yn-1-yl}-1-ethyl-1H-indol-5-yl)methyl]-1-(2-methanesulfonylethyl)piperidin-4-amine